N-((1S,4S)-4-(2-azaspiro[3.3]heptan-2-yl)cyclohexyl)-2-(3-((2-methoxy-4-(methyl-sulfonyl)phenyl)amino)prop-1-yn-1-yl)-1-(2,2,2-trifluoroethyl)-1H-indol-4-amine C1N(CC12CCC2)C2CCC(CC2)NC=2C=1C=C(N(C1C=CC2)CC(F)(F)F)C#CCNC2=C(C=C(C=C2)S(=O)(=O)C)OC